C1C(CC2=CC=CC=C12)CNCC1=C(N=C2OC=CN21)C2=CC1=CC=CC=C1C=C2 1-(2,3-dihydro-1H-inden-2-yl)-N-((6-(naphthalen-2-yl)imidazo[2,1-b]oxazol-5-yl)methyl)methanamine